N(C)CC(=O)OCCCCCCCCCCCCCCCC.[Na] sodium palmityl sarcosinate